ClC=1C=CC=C2C=CC=C(C12)N1CC=2NC(NC(C2CC1)=O)=S 7-(8-Chloronaphthalen-1-yl)-2-thioxo-2,3,5,6,7,8-hexahydropyrido[3,4-d]pyrimidin-4(1H)-one